BrC1=CC=C2C(=NN(C2=C1)CCN(C)C)I 2-(6-bromo-3-iodo-1H-indazol-1-yl)-N,N-dimethylethan-1-amine